CC1=C(C(OC1)=O)CCCCC 4-methyl-3-pentyl-2(5H)-furanone